Cl.FC(OC1=CC(=C(N)C(=C1)C)C)F 4-(difluoromethoxy)-2,6-dimethylaniline hydrochloride